N1CNC(C2=CC=CC=C12)=O 2,3-dihydro-quinazoline-4(1H)-one